(R)-N-[(1S)-3-[(tert-butyldiphenylsilyl)oxy]-1-(1-fluorocyclopropyl)propyl]-N,2-dimethylpropane-2-sulfinamide [Si](C1=CC=CC=C1)(C1=CC=CC=C1)(C(C)(C)C)OCC[C@@H](C1(CC1)F)N([S@](=O)C(C)(C)C)C